N-(3-chloro-2-methylphenyl)-2-(difluoromethyl)-7-vinylpyrido[3,2-d]pyrimidin-4-amine ClC=1C(=C(C=CC1)NC=1C2=C(N=C(N1)C(F)F)C=C(C=N2)C=C)C